4-(5-(3,5-dimethylisoxazol-4-yl)-1-(tetrahydro-2H-pyran-4-yl)-1H-pyrrolo[2,3-b]pyridin-3-yl)-3-isopropoxybenzoic acid CC1=NOC(=C1C=1C=C2C(=NC1)N(C=C2C2=C(C=C(C(=O)O)C=C2)OC(C)C)C2CCOCC2)C